C(C)(C)(C)C1(C=C(C=CC1(O)O)CCC(=O)OCCOCCOCCOC(CCC1=CC(C(C=C1)(O)O)(O)C(C)(C)C)=O)O triethyleneglycol-bis[3-(3-t-butyl-4-hydroxy-3-hydroxy-4-hydroxy-phenyl) propionate]